1-[4-(3,5-Difluorophenyl)piperidin-1-yl]-2-{3-[(2R,6S)-2,6-dimethylmorpholin-4-carbonyl]-5,6-dihydrocyclopenta[c]pyrazol-1(4H)-yl}ethan-1-on FC=1C=C(C=C(C1)F)C1CCN(CC1)C(CN1N=C(C2=C1CCC2)C(=O)N2C[C@H](O[C@H](C2)C)C)=O